N-(2-carbamoylpyridin-4-yl)-3-(4,4-difluoroazepan-1-yl)quinoxaline-2-carboxamide Vinylazetat C(=C)OC(=O)C1=NC=C1.C(N)(=O)C1=NC=CC(=C1)NC(=O)C1=NC2=CC=CC=C2N=C1N1CCC(CCC1)(F)F